FC1=C(C=C(C(=C1)N1C[C@H](N([C@H](C1)C)C)C)NC(=O)C1=CNC(C=C1C(F)(F)F)=O)C=1CN(CC1)C(=O)OC1(CCC1)C |r| (1-methylcyclobutyl) 3-[2-fluoro-5-[[6-oxo-4-(trifluoromethyl)-1H-pyridine-3-carbonyl]amino]-4-[rac-(3R,5S)-3,4,5-trimethylpiperazin-1-yl]phenyl]-2,5-dihydropyrrole-1-carboxylate